BrC=1C(=C(C=CC1)NC(=O)C=1N(C2=C(CN(CC2)CCCF)N1)C)Cl N-(3-Bromo-2-chlorophenyl)-5-(3-fluoropropyl)-1-methyl-4,5,6,7-tetrahydro-1H-imidazo[4,5-c]pyridine-2-carboxamide